4-((5-azaspiro[2.4]heptan-5-yl)methyl)-6-cyclopropylpicolinic acid C1CC12CN(CC2)CC2=CC(=NC(=C2)C2CC2)C(=O)O